N-(2-(4-methylpiperazin-1-yl)-5-(4-(4-((6-(trifluoromethyl)pyridazin-3-yl)oxy)phenyl)-piperidine-1-carbonyl)phenyl)-1-phenylmethanesulfonamide CN1CCN(CC1)C1=C(C=C(C=C1)C(=O)N1CCC(CC1)C1=CC=C(C=C1)OC=1N=NC(=CC1)C(F)(F)F)NS(=O)(=O)CC1=CC=CC=C1